[(7-hydroxy-5-phenylethynyl[1,2,4]triazolo[1,5-a]pyridine-8-carbonyl)amino]methyl acetate C(C)(=O)OCNC(=O)C=1C=2N(C(=CC1O)C#CC1=CC=CC=C1)N=CN2